tert-butyl N-[1-(pyridin-2-yl)-4-[4-(2-{[3-(trifluoromethyl)phenyl]formamido}acetyl)-octahydropyrrolo[3,2-b]pyrrol-1-yl]cyclohexyl]carbamate N1=C(C=CC=C1)C1(CCC(CC1)N1C2C(CC1)N(CC2)C(CNC(=O)C2=CC(=CC=C2)C(F)(F)F)=O)NC(OC(C)(C)C)=O